9-(difluoromethoxy)-11-methoxy-2-oxo-1,2,5,6-tetrahydropyrido[2',1':2,3]imidazo[4,5-h]quinoline-3-carboxylic acid FC(OC=1C=C(C2=NC3=C(CCC=4C=C(C(NC34)=O)C(=O)O)N2C1)OC)F